COC1=C(C=CC=C1)C1(N(C=2C=CC3=C(C2C=C1)C=CC=C3)C3=CC=C(C=C3)C(F)(F)F)C3=CC=CC=C3 3-(2-methoxyphenyl)-3-phenyl-4-(4-(trifluoromethyl)phenyl)-3,4-dihydrobenzo[f]quinoline